N-benzoyl-N-(prop-1-en-2-yl)acetoamide C(C1=CC=CC=C1)(=O)N(C(C)=O)C(=C)C